C1(=CC=CC=C1)C(C(=O)OCC#CCN(CC)CC)(O)C1CCCCC1 4-(diethylamino)-2-butynyl α-phenyl-cyclohexaneglycolate